SC1(SC(=NN1)S)C(=O)O.ClC1=CC2=C(N=C(N=C2N2CCN(CC2)C(C=C)=O)O[C@@H](C=O)C)C(=N1)OC1=C2C=NNC2=CC(=C1Cl)F (2R)-2-[6-chloro-8-[(5-chloro-6-fluoro-1H-indazol-4-yl)oxy]-4-(4-prop-2-enoylpiperazin-1-yl)pyrido[3,4-d]pyrimidin-2-yl]oxypropanal 2,5-dimercapto-1,3,4-thiadiazolate